2-(2-cyclohexylethoxy)-1-fluoro-4-nitrobenzene C1(CCCCC1)CCOC1=C(C=CC(=C1)[N+](=O)[O-])F